tert-butyl-(3S,5R)-3-hydroxy-5-[[5-[2-hydroxy-6-methyl-4-(trifluoromethyl)phenyl]oxazolo[4,5-b]pyridin-2-yl]amino]piperidine-1-carboxylate C(C)(C)(C)OC(=O)N1C[C@H](C[C@H](C1)NC=1OC=2C(=NC(=CC2)C2=C(C=C(C=C2C)C(F)(F)F)O)N1)O